4,4-diethoxy-9-oxo-3,8,13,16-tetraoxa-10-aza-4-silaoctadec-18-yl methacrylate C(C(=C)C)(=O)OCCOCCOCCNC(OCCC[Si](OCC)(OCC)OCC)=O